CC(C(=O)F)CCCCCCCCC methyl-undecanoyl fluoride